O[C@]1(CN(CCC1)C=1C2=C(N=C(N1)S(=O)C)CN(CC2)C(=O)OC(C)(C)C)C tert-butyl 4-((R)-3-hydroxy-3-methylpiperidin-1-yl)-2-(methyl sulfinyl)-5,6-dihydropyrido[3,4-d]pyrimidine-7(8H)-carboxylate